C(C)OC(CCC(=O)C1=NC(=CC(=C1O)C(F)(F)F)C(F)(F)F)=O 4-(3-hydroxy-4,6-bis-trifluoromethyl-pyridin-2-yl)-4-oxo-butyric acid ethyl ester